FC(C(=O)O)(F)F.C[C@H]1N(C[C@@H](NC1)C)C(=O)OC(C)(C)C tert-butyl (2R,5S)-2,5-dimethylpiperazine-1-carboxylate 2,2,2-trifluoroacetate